ClC=1C(N(N=CC1Cl)C1CCC(CC1)N(C1=CC=C(C=C1)F)C(C)C)=O 4,5-dichloro-2-[4-(4-fluoro-N-isopropyl-anilino)cyclohexyl]pyridazin-3-one